ClC1=CC2=C(C3=C(O2)C(=CC=C3)N3C=2C=CC=CC2C(C2=CC=CC=C32)(C)C)C=C1 10-(7-chlorodibenzo[b,d]furan-4-yl)-9,9-dimethyl-9,10-dihydroacridine